ethyl 2-methyl-2-(phenylthiocarbonylthio)propionate CC(C(=O)OCC)(C)SC(=S)C1=CC=CC=C1